(((benzyloxy)carbonyl)amino)piperidin-1-carboxylate C(C1=CC=CC=C1)OC(=O)NC1N(CCCC1)C(=O)[O-]